O1C(OCC1)CCCOC1=CC=C(C=C1)C=1C(=NC(=CC1)OCC1=CC=CC=C1)OCC1=CC=CC=C1 3-(4-(3-(1,3-Dioxolan-2-yl)propoxy)phenyl)-2,6-bis(benzyloxy)pyridine